4-[1-[3-[(tert-butyldimethylsilyl)oxy]-6-fluoro-2,3-dihydro-1H-inden-4-yl]vinyl]-1-(triphenylmethyl)imidazole [Si](C)(C)(C(C)(C)C)OC1CCC2=CC(=CC(=C12)C(=C)C=1N=CN(C1)C(C1=CC=CC=C1)(C1=CC=CC=C1)C1=CC=CC=C1)F